The molecule is a benzamide obtained by formal condensation of the carboxy group of 4-fluorobenzoic acid with the primary amino group of 2-[4-(7-methoxynaphthalen-1-yl)piperazin-1-yl]ethylamine. Highly potent selective 5-HT1A receptor full agonist (pKi values are 9.0, 6.6, 7.5, 6.6 and < 6.0 for 5-HT1A, 5-HT1B, 5-HT1C, 5-HT2 and 5-HT3 receptors respectively). Possibly binds between the agonist binding site and the G protein interaction switch site, affecting the activation mechanism, and may display positive cooperativity. Anxiolytic following central administration in vivo. It has a role as an anxiolytic drug and a serotonergic agonist. It is a N-arylpiperazine, a N-alkylpiperazine, a methoxynaphthalene, a member of benzamides and an organofluorine compound. It is a conjugate base of a 4-fluoro-N-{2-[4-(7-methoxynaphthalen-1-yl)piperazin-1-yl]ethyl}benzamide(1+). COC1=CC2=C(C=CC=C2N3CCN(CC3)CCNC(=O)C4=CC=C(C=C4)F)C=C1